O[C@@H]1[C@H]2[C@@H]([C@H]([C@@H](C1)O2)C(=O)NC=2C=NC(=CC2)C(F)(F)F)C2=CC(=CC=C2)C(F)(F)F |r| rac-(1R,2R,3S,4R,5S)-5-hydroxy-3-(3-(trifluoromethyl)phenyl)-N-(6-(trifluoromethyl)pyridin-3-yl)-7-oxabicyclo[2.2.1]heptane-2-carboxamide